5-(2-fluoro-6-hydroxy-3-(imidazo[1,2-b]pyridazin-3-ylethynyl)phenyl)-1,2,5-thiadiazolidin-3-one 1,1-dioxide FC1=C(C(=CC=C1C#CC1=CN=C2N1N=CC=C2)O)N2CC(NS2(=O)=O)=O